O1C2(OCC1)C[C@@H]1[C@@H](CSC1)C2 (3aR,6aS)-tetrahydro-1H,3H-spiro[cyclopenta[c]thiophene-5,2'-[1,3]dioxolane]